BrC=1C=C(C=NC1)C(CCC(=O)O)=O 4-(5-bromopyridin-3-yl)-4-oxobutanoic acid